ClC=1C=C(C(=O)NCC2=C(C=CC=3NN=NC32)C)C=C(C1F)F 3-chloro-4,5-difluoro-N-((5-methyl-1H-benzotriazol-4-yl)methyl)benzamide